1-(3-{[(2S)-oxan-2-yl]methoxy}pyridin-4-yl)methanamine O1[C@@H](CCCC1)COC=1C=NC=CC1CN